2-(4-ethoxyphenyl)thiazol-4-carboxylic acid C(C)OC1=CC=C(C=C1)C=1SC=C(N1)C(=O)O